7-(4-fluoro-2-isopropoxy-anilino)thiazolo[5,4-d]pyrimidine-2-carboxylic acid FC1=CC(=C(NC=2C3=C(N=CN2)SC(=N3)C(=O)O)C=C1)OC(C)C